6-[6-(difluoromethyl)pyridin-3-yl]-2-(1-methyl-1H-pyrazol-4-yl)-3-oxo-2,3-dihydropyridazine-4-carboxylic acid FC(C1=CC=C(C=N1)C=1C=C(C(N(N1)C=1C=NN(C1)C)=O)C(=O)O)F